((4-(4-amino-4-methylpiperidin-1-yl)-[1,2,5]thiadiazolo[3,4-c]pyridin-7-yl)thio)-3-chloropyridin-2-amine NC1(CCN(CC1)C1=NC=C(C=2C1=NSN2)SC2=C(C(=NC=C2)N)Cl)C